3-(3-(4-((3,9-diazaspiro[5.5]undecan-3-yl)methyl)phenyl)-5-phenyl-3H-imidazo[4,5-b]pyridin-2-yl)pyridin-2-amine C1CN(CCC12CCNCC2)CC2=CC=C(C=C2)N2C(=NC=1C2=NC(=CC1)C1=CC=CC=C1)C=1C(=NC=CC1)N